NCCC[C@@H](C1=NC(=NO1)C1=CC=C(C=C1)Cl)NC(C1=C(C=CC=C1OC)OC)=O (S)-N-(4-amino-1-(3-(4-chlorophenyl)-1,2,4-oxadiazol-5-yl)butyl)-2,6-dimethoxybenzamide